NC1(CC1)C(=O)O L-1-aminocyclopropanecarboxylic acid